2-oxo-1'-{2-[(1,3,3-trimethyl-2-oxo-2,3-dihydro-1H-indol-5-yl)oxy]ethyl}-1,2-dihydrospiro[indole-3,4'-piperidine]-5-carbonitrile O=C1NC2=CC=C(C=C2C12CCN(CC2)CCOC=2C=C1C(C(N(C1=CC2)C)=O)(C)C)C#N